N-(1,3-dimethylimidazolidin-2-ylidene)-N-methyl-1-(4-vinylphenyl)methanaminium chloride [Cl-].CN1C(N(CC1)C)=[N+](CC1=CC=C(C=C1)C=C)C